4-[2-(3-pyridyl)-4-(trifluoromethyl)-1H-imidazol-1-yl]benzenesulfonamide N1=CC(=CC=C1)C=1N(C=C(N1)C(F)(F)F)C1=CC=C(C=C1)S(=O)(=O)N